S1C(=NC2=C1C=CC=C2)OC2=CC=C(C=C2)CCNCCCC2C(NCC2)=O 3-{2-[4-(Benzothiazol-2-yloxy)-phenyl]-ethylamino-1-propyl}-pyrrolidin-2-one